C(C)(C)NC(O[C@H]1C[C@H](CC1)C1=CC(=NN1)NC(CCC1=CC(=C(C=C1)OCC1=CC=C(C=C1)OC)C1OCCO1)=O)=O (1R,3S)-3-(3-(3-(3-(1,3-dioxolan-2-yl)-4-((4-methoxybenzyl)oxy)phenyl) propanamido)-1H-pyrazol-5-yl)cyclopentyl isopropylcarbamate